C1N(CCC2=CC=CC=C12)C=1C=2N(N=C(C1)NC(CC)CC)C(=NN2)C(C)C 8-(3,4-dihydro-1H-isoquinolin-2-yl)-N-(1-ethylpropyl)-3-isopropyl-[1,2,4]triazolo[4,3-b]pyridazin-6-amine